(R)-4-(3-(cyclopropylamino)pyrrolidin-1-yl)-N-(7-fluoro-2-methylimidazo[1,2-a]pyridin-6-yl)-2,3-dihydro-1H-pyrrolo[2,3-b]pyridine-1-carboxamide 2,2,2-trifluoroacetate FC(C(=O)O)(F)F.C1(CC1)N[C@H]1CN(CC1)C1=C2C(=NC=C1)N(CC2)C(=O)NC=2C(=CC=1N(C2)C=C(N1)C)F